C(C)(C)C1C(CC(CC1)C)OC(C1=CC(=CC=C1)OC(C(=C)C)=O)=O 3-(methacryloyloxy)benzoic acid-2-isopropyl-5-methylcyclohexyl ester